N-[4-methoxy-3-[6-[3-(4-methyl-1-piperazinyl)-2-oxo-1-imidazolidinyl]-3-pyridinyl]phenyl]butanamide COC1=C(C=C(C=C1)NC(CCC)=O)C=1C=NC(=CC1)N1C(N(CC1)N1CCN(CC1)C)=O